The molecule is a cyclic sulfite ester that is 1,5,5a,6,9,9a-hexahydro-6,9-methano-2,4,3-benzodioxathiepine 3-oxide substituted by chloro groups at positions 6, 7, 8, 9, 10 and 10. It has a role as a GABA-gated chloride channel antagonist, an acaricide, an agrochemical and a persistent organic pollutant. It is a cyclodiene organochlorine insecticide and a cyclic sulfite ester. C1C2C(COS(=O)O1)C3(C(=C(C2(C3(Cl)Cl)Cl)Cl)Cl)Cl